rel-(S)-4'-cyclopropyl-6'-methoxy-4-(2,2,2-trifluoro-1-(4-(1-methyl-4-(trifluoromethyl)-1H-imidazol-2-yl)phenyl)ethoxy)-2,5'-bipyrimidine C1(CC1)C1=NC=NC(=C1C1=NC=CC(=N1)O[C@H](C(F)(F)F)C1=CC=C(C=C1)C=1N(C=C(N1)C(F)(F)F)C)OC |o1:16|